CC1=CC2=C(N=C(O2)C2=NCCC3=C2N=CN3)C=C1 4-(6-methylbenzo[d]oxazol-2-yl)-6,7-dihydro-1H-imidazo[4,5-c]pyridin